2-((4-methyl-5-nitrothiazol-2-yl)carbamoyl)phenylacetate CC=1N=C(SC1[N+](=O)[O-])NC(=O)C1=C(C=CC=C1)CC(=O)[O-]